7-(8-ethyl-7-fluoro-3-methoxynaphthalen-1-yl)-8-fluoro-2-(((2R,7aS)-2-fluorohexahydro-1H-pyrrolizin-7a-yl)methoxy)-4-(2,2,2-trifluoroethoxy)pyrido[4,3-d]pyrimidine C(C)C=1C(=CC=C2C=C(C=C(C12)C1=C(C=2N=C(N=C(C2C=N1)OCC(F)(F)F)OC[C@]12CCCN2C[C@@H](C1)F)F)OC)F